Dihydro-5,5-diMethyl-2H-thiopyran-3(4H)-one-1,1-dioxide CC1(CC(CS(C1)(=O)=O)=O)C